N1(CCC1)S(=O)(=O)N 1-Azetidinesulfonamide